COC=1C=C2C(=NC(=NC2=CC1OC)N1N=CC(=C1)C1=CC=C(C=C1)S(=O)(=O)C)C1=CSC=C1 6,7-dimethoxy-2-(4-(4-(methylsulfonyl)phenyl)-1H-pyrazol-1-yl)-4-(thiophen-3-yl)quinazoline